ClC1=C(C=C2C=C(NC2=C1)C=1C=NC(=CC1)N1CC(C1)(F)F)C=1C=NC=C(C1)OC 6-chloro-2-(6-(3,3-difluoroazetidin-1-yl)pyridin-3-yl)-5-(5-methoxypyridin-3-yl)-1H-indole